4-[(7-(5-methoxypyridin-3-yl)-4-[(5-methyl-1H-pyrazol-3-yl)amino]quinazolin-2-yl)amino]adamantan-1-ol COC=1C=C(C=NC1)C1=CC=C2C(=NC(=NC2=C1)NC1C2CC3(CC(CC1C3)C2)O)NC2=NNC(=C2)C